C1(CCC1)N1CCC2(C(N(C(N2CCC2CCOCC2)=O)CC2=NC(=NO2)C2=CC(=C(C=C2)OC2=C(C=CC=C2)C(F)(F)F)C(F)(F)F)=O)CC1 8-cyclobutyl-1-(2-(tetrahydro-2H-pyran-4-yl)ethyl)-3-((3-(3-(trifluoromethyl)-4-(2-(trifluoromethyl)phenoxy)phenyl)-1,2,4-oxadiazol-5-yl)methyl)-1,3,8-triazaspiro[4.5]decane-2,4-dione